o-methyl-diethyl-aniline CC1=C(N(CC)CC)C=CC=C1